F[B-](F)(F)F.[N+](=O)([O-])C1=C(C=CC=C1)[I+]C1=C(C=CC=C1)[N+](=O)[O-] bis(2-nitrophenyl)iodonium tetrafluoroborate